NCCC(C1=C(C=CC(=C1)NC(C1=C(C=C(C(=C1)C(F)(F)F)C1CC1)OC1=C(C=C(C=C1)F)C)=O)F)NC(OC(C)(C)C)=O tert-Butyl (3-amino-1-(5-(4-cyclopropyl-2-(4-fluoro-2-methylphenoxy)-5-(trifluoromethyl)benzamido)-2-Fluorophenyl)propyl)carbamate